2,3-dihydro-1H-pyrrolo[2,3-b]pyridine-2-carboxylic acid methyl ester COC(=O)C1CC=2C(=NC=CC2)N1